dibenzyl ((3-((3R,10S,13S,17S)-3-hydroxy-3,10,13-trimethylhexadecahydro-1H-cyclopenta[a]phenanthren-17-yl)isoxazol-5-yl)methyl) phosphate P(=O)(OCC1=CC=CC=C1)(OCC1=CC=CC=C1)OCC1=CC(=NO1)[C@H]1CCC2C3CCC4C[C@](CC[C@@]4(C3CC[C@]12C)C)(C)O